FC=1C(=CC=C2C(=C(C(=NC12)OC[C@]12CCCN2C[C@@H](C1)F)C#N)C1=CNC=C1)C1=CC(=CC2=CC=CC(=C12)F)O 8-Fluoro-7-(8-fluoro-3-hydroxynaphthalen-1-yl)-2-(((2R,7aS)-2-fluorotetrahydro-1H-pyrrolizin-7a(5H)-yl)methoxy)-4-(1H-pyrrol-3-yl)quinoline-3-carbonitrile